CN(C(=N)N(CC(C(F)(F)F)(F)F)C)C 1,1,3-trimethyl-3-(2,2,3,3,3-pentafluoropropyl)guanidine